N-(3-(5-methyl-2-(phenylamino)pyrimidin-4-ylamino)benzyl)acrylamide CC=1C(=NC(=NC1)NC1=CC=CC=C1)NC=1C=C(CNC(C=C)=O)C=CC1